2-[3-ethylsulfonyl-6-(triazol-2-yl)-2-pyridyl]-5-methoxy-3-methyl-6-(trifluoromethyl)imidazo[4,5-c]pyridin-4-one C(C)S(=O)(=O)C=1C(=NC(=CC1)N1N=CC=N1)C1=NC2=C(C(N(C(=C2)C(F)(F)F)OC)=O)N1C